(R)-N-(4-(3-((4-(1-methyl-1H-pyrazol-5-yl)pyrimidin-2-yl)amino)piperidine-1-carbonyl)phenyl)acrylamide CN1N=CC=C1C1=NC(=NC=C1)N[C@H]1CN(CCC1)C(=O)C1=CC=C(C=C1)NC(C=C)=O